O1N=C(C=C1C(=O)N)C(=O)N isoxazole-3,5-dicarboxamide